BrC1=C2CCCC2=C(C=2OCCC21)NC(C(C)(C)C)=O N-(4-bromo-3,5,6,7-tetrahydro-2H-indeno[5,6-b]furan-8-yl)pivalamide